C(C)OC(=O)C1(CCC=2C[C@@H]3[C@@H]4C=C[C@@H]([C@]5([C@@]4(C2C1O5)CCN3C)C(=O)OCC)O)OC 3,5-diethoxycarbonyl-1,4-dihydrocodeine